C(C)(C)(C)[Si](OC1=CC(=C(C(=C1)F)F)F)(C)C tert-butyl-dimethyl-(3,4,5-trifluorophenoxy)silane